O=C1NN=CC2=CC=C(C=C12)C(=O)OC methyl 4-oxo-3,4-dihydrophthalazine-6-carboxylate